tri-tert-butyl (3R,10S,14S)-1-[(1r,4S)-4-(aminomethyl)cyclohexyl]-3-[(1-methoxynaphthalen-2-yl)methyl]-1,4,12-trioxo-2,5,11,13-tetraazahexadecane-10,14,16-tricarboxylate NCC1CCC(CC1)C(N[C@@H](C(NCCCC[C@H](NC(N[C@@H](CCC(=O)OC(C)(C)C)C(=O)OC(C)(C)C)=O)C(=O)OC(C)(C)C)=O)CC1=C(C2=CC=CC=C2C=C1)OC)=O